((2'S,3S,4'S,5'R)-5-chloro-4'-(2-chlorophenyl)-2'-neopentyl-spiro[indoline-3,3'-pyrrolidine]-5'-carboxamido)-3-methoxybenzoic acid ClC=1C=C2C(=CC1)NC[C@@]21[C@@H](N[C@H]([C@@H]1C1=C(C=CC=C1)Cl)C(=O)NC1=C(C(=O)O)C=CC=C1OC)CC(C)(C)C